C(#N)N=C(NCCCN1C=NC(=C1)C)NC1=CC2=CC=CC=C2C=C1 2-cyano(3-(4-methyl-1H-imidazol-1-yl)propyl)-3-(naphthalen-2-yl)guanidine